L-prolyl-L-alanine disodium salt [Na+].[Na+].N1[C@@H](CCC1)C(=O)N[C@@H](C)C(=O)[O-].N1[C@@H](CCC1)C(=O)N[C@@H](C)C(=O)[O-]